N-(2-((2R,3S)-1-(2-ethoxyethyl)-2-methylpiperidin-3-yl)thieno[2,3-b]pyridin-4-yl)benzo[d]thiazol-5-amine C(C)OCCN1[C@@H]([C@H](CCC1)C1=CC=2C(=NC=CC2NC=2C=CC3=C(N=CS3)C2)S1)C